1-methyl-2-oxopiperidine-3-carboxylic acid CN1C(C(CCC1)C(=O)O)=O